5-phenyl-N-[(4-phenylphenyl)methyl]piperidine-3-carboxamide C1(=CC=CC=C1)C1CC(CNC1)C(=O)NCC1=CC=C(C=C1)C1=CC=CC=C1